5-(2-(3,4-dimethoxy-5-methylphenylamino)-5-methylpyrimidin-4-ylamino)-7-methylbenzo[d]oxazol-2(3H)-one COC=1C=C(C=C(C1OC)C)NC1=NC=C(C(=N1)NC=1C=C(C2=C(NC(O2)=O)C1)C)C